ClC1=CC=C(C2=C1NC(=N2)C(=O)N2C(C=1C(=CC=NC1CC2)Cl)C)F (7-chloro-4-fluoro-1H-benzo[d]imidazol-2-yl)(4-chloro-5-methyl-7,8-dihydro-1,6-naphthyridin-6(5H)-yl)methanone